C(C)(C)(C)OC(=O)N1C(CNCC1)C1=C(N(C=2N(C1=O)N=C(N2)C2CC2)CC(=O)NC2=C(C=C(C=C2)C(F)(F)F)Cl)CC (4-(2-((2-chloro-4-(trifluoromethyl)phenyl)amino)-2-oxoethyl)-2-cyclopropyl-5-ethyl-7-oxo-4,7-dihydro-[1,2,4]triazolo[1,5-a]pyrimidin-6-yl)piperazine-1-carboxylic acid tert-butyl ester